C(C(O)CO)OC(CCCCCCCCCCCCCCC)=O.C(CCCCCCC)(=O)O caprylic acid glyceryl-palmitate